1-(4-(3-Hydroxy-2-(pyridin-2-yl)-4,5,6,7-tetrahydro-2H-indazol-5-yl)piperazin-1-yl)but-2-en-1-one OC=1N(N=C2CCC(CC12)N1CCN(CC1)C(C=CC)=O)C1=NC=CC=C1